(2Z)-4-oxo-4-[3-(trifluoromethyl)-5,6-dihydro-[1,2,4]triazolo[4,3-a]pyrazin-7(8H)-yl]-1-(2,4,5-trifluorophenyl)butan-2-one O=C(CC(CC1=C(C=C(C(=C1)F)F)F)=O)N1CC=2N(CC1)C(=NN2)C(F)(F)F